5-(4-chloro-3-fluorophenyl)-3-(2-(3,3-difluoroazetidin-1-yl)-2-oxoethyl)thieno[3,4-d]pyrimidin-4(3H)-one ClC1=C(C=C(C=C1)C=1SC=C2N=CN(C(C21)=O)CC(=O)N2CC(C2)(F)F)F